FC(\C=C/C(F)(F)F)(F)F Z-1,1,1,4,4,4-HEXAFLUOROBUT-2-ENE